CC(C)C1=C2C(=CC=C1)SC3=CC=CC=C3C2=O isopropylthioxanthone